COC([C@@H](N)CCCCNC(=O)OC(C)(C)C)=O N6-(tert-butoxycarbonyl)-L-lysine methyl ester